(S)-N-{(S)-1-[2-(Benzo[d]isoxazol-3-yl)phenyl]-2-(5-bromopyridine-2-yl)ethyl}-2-methylpropane-2-sulfinamide O1N=C(C2=C1C=CC=C2)C2=C(C=CC=C2)[C@H](CC2=NC=C(C=C2)Br)N[S@@](=O)C(C)(C)C